C(CCC)N1CCN(CC1)S(=O)(=O)C1=CC=C(C=C1)NC(C1=C(C=CC=C1)N(S(=O)(=O)C)C)=O N-(4-((4-Butylpiperazin-1-yl)sulfonyl)phenyl)-2-(N-methylmethylsulfonamido)benzamide